COCCCOC(=O)C=1C(=CC=CC1)C1=CC=CC=C1 (3-methoxypropyl)-[1,1'-biphenyl]carboxylate